(5S,6S)-5-hydroxy-6-((S)-5H-imidazo[5,1-a]isoindol-5-yl)-N,N-dimethyl-5,6,7,8-tetrahydronaphthalene-2-carboxamide O[C@@H]1C=2C=CC(=CC2CC[C@H]1[C@@H]1N2C(C3=CC=CC=C13)=CN=C2)C(=O)N(C)C